C1(CC1)S(=O)(=O)NC1=NC=CC(=N1)C1(CC2(C1)OCCO2)C(=O)NC2=NC=C(C=C2)C2=NC(=CN=C2)OCC 2-(2-(cyclopropanesulfonamido)pyrimidin-4-yl)-N-(5-(6-ethoxypyrazin-2-yl)pyridin-2-yl)-5,8-dioxaspiro[3.4]octane-2-carboxamide